[NH4+].P(=O)(OCCN(CCCCOC)C(CCC1=CC(=CC=C1)OCCCCCCCCCC)=O)(O)O 2-[{3-[3-(Decyloxy)phenyl]propanoyl}(4-methoxybutyl)amino]ethyl dihydrogen phosphate ammonium salt